1-(1-methylsulfonylazetidin-3-yl)-5-(4,4,5,5-tetramethyl-1,3,2-dioxaborolan-2-yl)-7-(trifluoromethyl)benzimidazole CS(=O)(=O)N1CC(C1)N1C=NC2=C1C(=CC(=C2)B2OC(C(O2)(C)C)(C)C)C(F)(F)F